COC1=CC=2C(C3=CC(=CC=C3C2C=C1N1C=NC(=C1)C)C1=CC=C(C=C1)OC)=O 2-methoxy-7-(4-methoxyphenyl)-3-(4-methyl-1H-imidazol-1-yl)-9H-fluoren-9-one